2-bromonaphthalene BrC1=CC2=CC=CC=C2C=C1